4-(5-(4-aminophenyl)-1-((2-(trimethylsilyl)ethoxy)methyl)-1H-pyrazolo[3,4-b]pyridin-3-yl)phenol NC1=CC=C(C=C1)C=1C=C2C(=NC1)N(N=C2C2=CC=C(C=C2)O)COCC[Si](C)(C)C